[Si](C)(C)(C(C)(C)C)OCC1CC2=C(C=C(C=C2C1)OCC1=NN(C=C1)C(=O)OC(C)(C)C)F tert-Butyl 3-[[2-[[tert-butyl(dimethyl)silyl]oxymethyl]-7-fluoro-indan-5-yl]oxymethyl]pyrazole-1-carboxylate